BrC=1C=NN(C1)[C@H]1[C@@H](CNCC1)O trans-4-(4-bromo-1H-pyrazol-1-yl)piperidin-3-ol